FC1=C(C(=CC=C1NS(=O)(=O)C=1C(=NC=C(C1)F)OC)F)C=1C=CC=2N(C1)C=NC2C(=O)OCC ethyl 6-[2,6-difluoro-3-(5-fluoro-2-methoxypyridine-3-sulfonamido)phenyl]imidazo[1,5-a]pyridine-1-carboxylate